BrC1=C(N)C(=CC(=C1F)F)OC1CCC1 2-bromo-6-cyclobutoxy-3,4-difluoroaniline